C(C)(C)(C)OC(=O)N1CC(=CC1)C1=NC(=C(C=C1)N)OC 3-(5-amino-6-methoxypyridin-2-yl)-2,5-dihydropyrrole-1-carboxylic acid tert-butyl ester